N-(8-((4-fluoro-2,6-dimethylbenzyl)amino)-2,3-dimethylimidazo[1,2-a]pyridin-6-yl)acetamide FC1=CC(=C(CNC=2C=3N(C=C(C2)NC(C)=O)C(=C(N3)C)C)C(=C1)C)C